N[C@H]1CS(C2=C(N(C1=O)CC1=CC=C(C=C1)Cl)C=C(C(=C2)F)C=2N=NN(N2)C2CNCC(C2)(F)F)(=O)=O (3R)-3-amino-5-[(4-chlorophenyl)methyl]-7-[2-(5,5-difluoro-3-piperidyl)tetrazol-5-yl]-8-fluoro-1,1-dioxo-2,3-dihydro-1λ6,5-benzothiazepin-4-one